4,5-dichloro-imidazolate ClC=1N=C[N-]C1Cl